CC1=CC=CC(=N1)C1=NC(=C2N=CNC2=N1)C1=CSC2=CN=CC=C21 3-[2-(6-methylpyridin-2-yl)-9H-purin-6-yl]-thieno[2,3-c]pyridine